7-(hydroxymethyl)-3-(2,2,2-trifluoroethyl)quinoxalin-2(1H)-one OCC1=CC=C2N=C(C(NC2=C1)=O)CC(F)(F)F